tert-butyl 1-((1r,3r)-3-(1H-imidazol-1-yl) cyclobutyl)-4-(2-(tert-butoxycarbonyl)-1-methylhydrazine-1-carbonyl)-6-oxo-1,6-dihydropyridine-3-carboxylate N1(C=NC=C1)C1CC(C1)N1C=C(C(=CC1=O)C(=O)N(NC(=O)OC(C)(C)C)C)C(=O)OC(C)(C)C